ClC1=C(C=C(C(=C1)F)OC)C1=CC=2N(C(N(C(C2S1)=O)C=1C2=C(C=NC1)C=NN2C)=O)COCC[Si](C)(C)C 6-(2-chloro-4-fluoro-5-methoxyphenyl)-3-(1-methyl-1H-pyrazolo[4,3-c]pyridin-7-yl)-1-((2-(trimethyl-silyl)ethoxy)methyl)thieno[3,2-d]pyrimidine-2,4(1H,3H)-dione